ClC1=NC=C(C(=C1)C1=C(C=NC(=C1)C)C(=O)NC=1SC=2C(=NC=C(N2)C2CN(CC2)C(=O)OC(C)(C)C)N1)OC tert-butyl 3-(2-(2'-chloro-5'-methoxy-6-methyl-[4,4'-bipyridine]-3-carboxamido)thiazolo[4,5-b]pyrazin-6-yl)pyrrolidine-1-carboxylate